C(C)(C)(C)OC(=O)NC[C@@H](C)OS(=O)(=O)C1=CC=C(C=C1)C.ClC1=C(C(=O)NC2=C3C=NN(C3=CC=C2)C=2C=NC(=CC2)C)C=C(C=C1)CNC(C(C)(C)C)=O 2-Chloro-5-{[(2,2-dimethylpropionyl)amino]methyl}-N-[1-(6-methylpyridin-3-yl)-1H-indazol-4-yl]benzamide (R)-1-((tert-butoxycarbonyl)amino)propan-2-yl-4-methylbenzenesulfonate